tert-butyl (S)-((5-(1-amino-2-(1H-indol-3-yl)ethyl)-1,3,4-oxadiazol-2-yl)methyl)carbamate N[C@@H](CC1=CNC2=CC=CC=C12)C1=NN=C(O1)CNC(OC(C)(C)C)=O